8-bromo-1-(4-(4-fluoro-2-((2R,4S)-4-fluoropyrrolidin-2-yl)phenoxy)pentyl)-1H-imidazo[4,5-c]quinoline BrC1=CC=2C3=C(C=NC2C=C1)N=CN3CCCC(C)OC3=C(C=C(C=C3)F)[C@@H]3NC[C@H](C3)F